NC1=C2N=CN(C2=NC(=N1)F)[C@H]1C[C@@H]2OC(CCCCCCCCCCCCCCCCCCC(OC[C@]2(O1)C#C)=O)=O (2R,3aS,26aR)-2-(6-amino-2-fluoro-9H-purin-9-yl)-26a-ethynyl-docosa-hydro-2H-furo[3,2-b][1,5]dioxacyclopentacosine-5,24-dione